FC(OC1=CC=C(C(=O)N2CCC(CC2)C2=C3C(=NC=C2)NC(=N3)[C@@H]3CCC(NC3)=O)C=C1)(F)F |r| (rac)-5-[7-[1-[4-(trifluoromethoxy)benzoyl]-4-piperidyl]-3H-imidazo[4,5-b]pyridin-2-yl]piperidin-2-one